2-(4-(pyridin-3-yl)butyl)thiazole-4-carbaldehyde oxime hydrogen chloride Cl.N1=CC(=CC=C1)CCCCC=1SC=C(N1)C=NO